Ethyl 3-((2S)-pyrrolidin-2-yl)prop-2-enoate N1[C@@H](CCC1)C=CC(=O)OCC